C(=O)=C(CC(=O)OCC)CCCCCCCCCCC ethyl β-carbonyltetradecanoate